1-(6-(4-chloro-2-(6-(4-methylpiperazin-1-yl)pyridin-3-yl)-1H-pyrrolo[2,3-b]pyridin-3-yl)indolin-1-yl)prop-2-en-1-one ClC1=C2C(=NC=C1)NC(=C2C2=CC=C1CCN(C1=C2)C(C=C)=O)C=2C=NC(=CC2)N2CCN(CC2)C